C(C)C(=O)SC1N(C=CC=C1)C1=CC=CC=C1 1-phenyl-(2-pyridylthio) ethyl ketone